ClC=1C=C(C=C(C1Cl)Cl)B(O)O (3,4,5-trichlorophenyl)boronic acid